C(=O)OCCC(CC(C)(C)C)C formic acid, 3,5,5-trimethylhexyl ester